3-((4-(4-(4-(4-((1R,2S)-6-hydroxy-2-phenyl-1,2,3,4-tetrahydronaphthalen-1-yl)phenyl)piperazine-1-carbonyl)piperidin-1-yl)phenyl)amino)piperidine-2,6-dione OC=1C=C2CC[C@@H]([C@@H](C2=CC1)C1=CC=C(C=C1)N1CCN(CC1)C(=O)C1CCN(CC1)C1=CC=C(C=C1)NC1C(NC(CC1)=O)=O)C1=CC=CC=C1